(+)-sodium bicarbonate C([O-])(O)=O.[Na+]